methyl 2-(4-fluorophenyl)-6-(trifluoromethyl)pyrazolo[1,5-a]pyridine-3-carboxylate FC1=CC=C(C=C1)C1=NN2C(C=CC(=C2)C(F)(F)F)=C1C(=O)OC